tertbutyl 4-(2-ethoxy-2-oxo-ethyl)-8-methoxy-2,3-dihydroquinoxaline-1-carboxylate C(C)OC(CN1CCN(C2=C(C=CC=C12)OC)C(=O)OC(C)(C)C)=O